4-(4-nitrophenoxy)-1H-pyrazolo[3,4-b]Pyridine [N+](=O)([O-])C1=CC=C(OC2=C3C(=NC=C2)NN=C3)C=C1